C(C)OC=1C=C(C=CC1C=1NC(C2=C(N1)NN=N2)=O)C2=CC(=CC(=C2)O)OC(C(=O)O)CC 2-((3'-ethoxy-5-hydroxy-4'-(7-oxo-6,7-dihydro-3H-[1,2,3]triazolo[4,5-d]pyrimidin-5-yl)-[1,1'-biphenyl]-3-yl)oxy)butanoic acid